C(C)C1=CC=C(C=C2C(C=3C=CC(=CC3CC2)C(=O)O)=O)C=C1 6-(4-ethylbenzylidene)-5-oxo-5,6,7,8-tetrahydronaphthalene-2-carboxylic acid